(S)-2-(2,6-dichlorobenzoylamino)-3-(8-(1,6-dimethyl-2-oxo-4-(trifluoromethyl)-1,2-dihydropyridin-3-yl)quinolin-5-yl)propionic acid ClC1=C(C(=O)N[C@H](C(=O)O)CC2=C3C=CC=NC3=C(C=C2)C=2C(N(C(=CC2C(F)(F)F)C)C)=O)C(=CC=C1)Cl